4,10-bis-carboxymethyl-1,4,7,10-tetraaza-cyclododec-1-yl-acetic acid C(=O)(O)CN1CCN(CCN(CCNCC1)CC(=O)O)CC(=O)O